(1R,2S)-N-((S)-2-(dimethylamino)-3-(4-hydroxy-3,5-dimethylphenyl)propyl)-2-methyl-2-phenylcyclopropane-1-carboxamide CN([C@H](CNC(=O)[C@H]1[C@](C1)(C1=CC=CC=C1)C)CC1=CC(=C(C(=C1)C)O)C)C